5-METHOXY-2-METHYL-N-(4-(TRIFLUOROMETHYL)PHENYL)-1H-IMIDAZO[4,5-B]PYRAZIN-6-AMINE COC=1N=C2C(=NC1NC1=CC=C(C=C1)C(F)(F)F)NC(=N2)C